lithium 5-(8-(6-acetyl-3-(tetrahydro-2H-pyran-4-yl)-4,5,6,7-tetrahydro-1H-pyrazolo[3,4-c]pyridin-1-yl)isoquinolin-3-yl)picolinate C(C)(=O)N1CC2=C(CC1)C(=NN2C=2C=CC=C1C=C(N=CC21)C=2C=CC(=NC2)C(=O)[O-])C2CCOCC2.[Li+]